FC=1C=CC(=C2C(CCC12)O)S(=NC(C)=O)(C(F)(F)F)=O N-((7-fluoro-3-hydroxy-2,3-dihydro-1H-inden-4-yl)(oxo)(trifluoromethyl)-λ6-sulfanylidene)acetamide